3-(1-(2-(2,6-dioxopiperidin-3-yl)-1-oxoisoindoline-5-carbonyl)piperidin-4-yl)acrylonitrile O=C1NC(CCC1N1C(C2=CC=C(C=C2C1)C(=O)N1CCC(CC1)C=CC#N)=O)=O